2',4',5',6'-tetrahydro-5H-spiro[furo[3,4-d]pyrimidine-7,3'-pyran]-2-carbonitrile O1CC2(CCC1)OCC1=C2N=C(N=C1)C#N